(R)-1-(6-(4-(5-chloro-6-methyl-1H-indazol-4-yl)-5-methyl-3-(1-methyl-1H-indazol-5-yl)-1H-pyrazol-1-yl)-2-azaspiro[3.3]hept-2-yl)prop-2-en-1-one ClC=1C(=C2C=NNC2=CC1C)C=1C(=NN(C1C)C1CC2(CN(C2)C(C=C)=O)C1)C=1C=C2C=NN(C2=CC1)C